ClC=1C=NC(=C(C(=O)NC2CCC(CC2)CN2C(C(C3=CC=CC=C23)(C2=C(C=CC=C2)C)O)=O)C1)C(F)F 5-chloro-2-(difluoromethyl)-N-((1r,4r)-4-((3-hydroxy-2-oxo-3-(o-tolyl)indolin-1-yl)methyl)cyclohexyl)nicotinamide